4-(4-methylbenzo[d]oxazol-2-yl)-6,7-dihydro-1H-imidazo[4,5-c]pyridin CC1=CC=CC2=C1N=C(O2)C2=NCCC1=C2N=CN1